ClC1=C2N(C(C(=N1)NCC1=CC(=CC=C1)C(C)C)=O)[C@@H](CC2)C(=O)OCC2=CC=CC=C2 benzyl (S)-1-chloro-3-((3-isopropylbenzyl)amino)-4-oxo-4,6,7,8-tetrahydropyrrolo[1,2-a]pyrazine-6-carboxylate